Methylene glycol bis[3-(3-t-butyl-5-methyl-4-hydroxyphenyl)propionate] C(C)(C)(C)C=1C=C(C=C(C1O)C)CCC(=O)OCOC(CCC1=CC(=C(C(=C1)C)O)C(C)(C)C)=O